[5-[[3-fluoro-2-(methylsulfamoylamino)-4-pyridyl]methyl]-4-methyl-3-pyridyl] N,N-dimethylcarbamate CN(C(OC=1C=NC=C(C1C)CC1=C(C(=NC=C1)NS(NC)(=O)=O)F)=O)C